(Z)-1-(3-(4-((4-([1,2,4]triazolo[1,5-a]pyridin-7-yloxy)-3-methylphenyl)amino)pyrrolo[2,1-f][1,2,4]triazin-5-yl)azetidin-1-yl)-2-fluoro-3-(1-methylpyrrolidin-2-yl)prop-2-en-1-one N=1C=NN2C1C=C(C=C2)OC2=C(C=C(C=C2)NC2=NC=NN1C2=C(C=C1)C1CN(C1)C(/C(=C/C1N(CCC1)C)/F)=O)C